(5-chloro-2-morpholino-4-pyridyl)methanol ClC=1C(=CC(=NC1)N1CCOCC1)CO